OCC=C(C=O)C 4-HYDROXY-2-METHYL-BUT-2-ENAL